FC=1C=CC=CC1OCC(F)(F)F 3-fluoro-4-(2,2,2-trifluoroethoxy)benzene